CC1=NC=NC(=C1C=1C=C(C=CC1OCCN1CCOCC1)NC(=O)C=1N(N=CC1F)C)C N-[3-(4,6-dimethylpyrimidin-5-yl)-4-(2-morpholinoethoxy)phenyl]-4-fluoro-2-methylpyrazole-3-carboxamide